OCCC1=NC(=C2NC=NC2=N1)N (2-hydroxyethyl)adenine